dimethylamino-1-(4-morpholinophenyl)butanone tert-butyl-((3-(6-chloro-2-(6-azaspiro[2.5]octan-6-yl)nicotinamido)phenyl)(methyl)(oxo)-λ6-sulfaneylidene)carbamate C(C)(C)(C)OC(N=S(=O)(C)C1=CC(=CC=C1)NC(C1=C(N=C(C=C1)Cl)N1CCC2(CC2)CC1)=O)=O.CN(C)C(C(CC)=O)C1=CC=C(C=C1)N1CCOCC1